OC1=CC=C(C=C1)OC1=CC=C(C=C1)O monohydroxyphenyl ether